COC1=CC=C2/C(/C(NC2=C1)=O)=N/NC(NC1=C(C=CC=C1)OC)=S (Z)-2-(6-methoxy-2-oxoindoline-3-ylidene)-N-(2-methoxyphenyl)hydrazine-1-carbothioamide